(4-(pyrimidin-2-yl)cyclohexyl)methanol N1=C(N=CC=C1)C1CCC(CC1)CO